BrC1=CC2=C(N=C(N=C2N[C@H](C)C2=C(C(=CC=C2)C(CO[Si](C)(C)C(C)(C)C)(F)F)F)C)N=C1C(F)(F)F 6-bromo-N-{(1R)-1-[3-(2-{[tert-butyl(dimethyl)silyl]oxy}-1,1-difluoroethyl)-2-fluorophenyl]ethyl}-2-methyl-7-(trifluoromethyl)pyrido[2,3-d]pyrimidin-4-amine